C(#N)C1=CC(=C(COC2=CC=CC(=N2)C2=C(C(=C(CC3=NC4=C(N3[C@H]3COCC3(C)C)C=C(C=C4F)C(=O)O)C(=C2)F)F)F)C=C1)F (R)-2-(4-(6-((4-cyano-2-fluorobenzyl)oxy)pyridin-2-yl)-2,3,6-trifluorobenzyl)-1-(4,4-dimethyltetrahydrofuran-3-yl)-4-fluoro-1H-benzo[d]imidazole-6-carboxylic acid